(1s,4s)-4-((6-fluoro-4-(methoxy-d3)-5-(1-(2,2,2-trifluoroethyl)-1H-benzo[d][1,2,3]triazol-6-yl)pyrrolo[2,1-f][1,2,4]triazin-2-yl)amino)-1-methylcyclohexan-1-ol FC=1C(=C2C(=NC(=NN2C1)NC1CCC(CC1)(O)C)OC([2H])([2H])[2H])C=1C=CC2=C(N(N=N2)CC(F)(F)F)C1